NC=1C2=CC=CC=C2N=C2C=CC=CC12 L-9-aminoacridine